OC1=C(C=CC(=C1)N(CC)CC)C1(OC(=O)C2=CC=CC=C12)C1=C(C=CC(=C1)C)OC 3-(2-hydroxy-4-diethylaminophenyl)-3-(2-methoxy-5-methylphenyl)phthalide